FC1(CCN(CC1)C1=NC(=CC(=N1)C1=NN=C(O1)C1=CC(=C(C=C1N1CCC2(CC2)CC1)NS(=O)(=O)CCO)F)C)F N-(4-(5-(2-(4,4-Difluoropiperidin-1-yl)-6-methylpyrimidin-4-yl)-1,3,4-oxadiazol-2-yl)-2-fluoro-5-(6-azaspiro[2.5]octan-6-yl)phenyl)-2-hydroxyethane-1-sulfonamide